C(#C)C1=C(C=CC(=C1)F)C(F)(F)F 2-ethynyl-4-fluoro-1-(trifluoromethyl)benzene